C(C)N(C(=O)C1=CN=C(N1C)C1=NOC(=N1)C1N(CCC1)C(=O)OC(C)(C)C)C=1C=NC=CC1 tert-butyl 2-(3-(5-(ethyl(pyridin-3-yl)carbamoyl)-1-methyl-1H-imidazole-2-yl)-1,2,4-oxadiazole-5-yl)pyrrolidine-1-carboxylate